C(C1=CC=CC=C1)(C1=CC=CC=C1)(C1=CC=CC=C1)O[C@H]1[C@@H](O[C@@H]([C@H]1O)COC(C1=CC=CC=C1)(C1=CC=CC=C1)C1=CC=CC=C1)N1C(=O)NC(=O)C=C1 2',5'-di-O-trityluridine